CP1(C(=CCC1)C)=O 1,2-dimethyl-1-oxophospholene